bis[2-(1H-imidazol-4-yl)ethyl]propanediamide N1C=NC(=C1)CCC(C(=O)N)(C(=O)N)CCC=1N=CNC1